CNC(=O)C1=NC2=NC(=NC(=C2N1)N1CCOCC1)N/N=C/C=1C=C(C=CC1)C N-methyl-6-morpholino-2-[(2E)-2-(m-tolylmethylene)hydrazino]-7H-purine-8-carboxamide